(5-amino-1-{6-[(2,6-difluorophenyl)oxy]-4-methylpyridin-3-yl}pyrazol-4-yl)[8-(fluoromethyl)-7-methyl-5,6,7,8-tetrahydro-1H-pyrrolo[3,2-g]isoquinolin-2-yl]methanone NC1=C(C=NN1C=1C=NC(=CC1C)OC1=C(C=CC=C1F)F)C(=O)C1=CC=2C=C3CCN(C(C3=CC2N1)CF)C